N-((1S,4s)-4-(2-(((R)-2-(3-Fluorophenyl)-2-hydroxyethyl)amino)-2-methylpropyl)cyclohexyl)pivalamide hydrochloride Cl.FC=1C=C(C=CC1)[C@H](CNC(CC1CCC(CC1)NC(C(C)(C)C)=O)(C)C)O